2-(2-Pyridyl)ethylammonium N1=C(C=CC=C1)CC[NH3+]